C1(=CC=CC=C1)C(C(F)(F)F)C1=CC=CC=C1 Bis(phenyl)trifluoroethan